FC1=C(C=CC=C1)N1N=NC(=C1)CO[C@@H]([C@@](CN1N=CN=C1)(O)C1=C(C=C(C=C1)F)F)C (2R,3R)-3-((1-(2-fluorophenyl)-1H-1,2,3-triazol-4-yl)-methoxy)-2-(2,4-difluorophenyl)-1-(1H-1,2,4-triazol-1-yl)butan-2-ol